2-(3H-benzimidazol-5-ylamino)quinazolin N1=CNC2=C1C=CC(=C2)NC2=NC1=CC=CC=C1C=N2